O[C@@H](C(=O)N1CC2=C(CCC1)N=C(NC2=O)C2(CC2)C2=CC(=CC=C2)OC2=CC=CC=C2)C=2C=C(C=CC2)C2=CC(=CC=C2)C(F)(F)F (R)-6-(2-hydroxy-2-(3'-(trifluoromethyl)-[1,1'-biphenyl]-3-yl)acetyl)-2-(1-(3-phenoxyphenyl)cyclopropyl)-3,5,6,7,8,9-hexahydro-4H-pyrimido[5,4-c]azepin-4-one